CC1=C(C(C2=CC=CC=C2C1=O)=O)CC1=C(C(=O)NC2(CCC2)C)C=CC=N1 ((3-methyl-1,4-dioxo-1,4-dihydronaphthalen-2-yl)methyl)-N-(1-methylcyclobutyl)nicotinamide